FC1=CC=C(C=C1)S(=O)(=O)C1=CC=C(C=C1)S(=O)(=O)C1=CC=C(C=C1)F 1,4-di(4-fluorobenzenesulfonyl)benzene